N-((3R,4S)-4-((8-(azetidin-1-yl)-6-(2,6-dichloro-3,5-dimethoxyphenyl)pyrido[3,4-d]pyrimidin-2-yl)amino)tetrahydrofuran-3-yl)acrylamide N1(CCC1)C1=NC(=CC2=C1N=C(N=C2)N[C@H]2[C@H](COC2)NC(C=C)=O)C2=C(C(=CC(=C2Cl)OC)OC)Cl